N-(2,4-dimethoxybenzyl)-4-((R)-3-(dimethylamino)-3-(((S)-6-(trifluoromethyl)-2,3-dihydro-1H-inden-1-yl)methyl)piperidin-1-yl)-2,6-difluoro-N-(pyrimidin-4-yl)benzenesulfonamide COC1=C(CN(S(=O)(=O)C2=C(C=C(C=C2F)N2C[C@@](CCC2)(C[C@@H]2CCC3=CC=C(C=C23)C(F)(F)F)N(C)C)F)C2=NC=NC=C2)C=CC(=C1)OC